6-(2,6-dichloro-4-nitrophenoxy)-2-(thiazol-2-yl)-3,4-dihydroisoquinoline ClC1=C(OC=2C=C3CCN(CC3=CC2)C=2SC=CN2)C(=CC(=C1)[N+](=O)[O-])Cl